N1=CC=C(C=C1)C1=CC(=NN1)C(=O)N1CCC(CC1)C(=O)N 1-[5-(pyridin-4-yl)-1H-pyrazole-3-carbonyl]piperidine-4-carboxamide